O=C(/C=C/C=C\CCCCCCCC(=O)O)CCCCC (9Z,11E)-13-oxo-9,11-octadecadienoic acid